C(#N)C1=C(SC2=C1C(=NC=C2F)C=2C1=C(C=3C=NC(=NC3C2F)N2C[C@@H](CC2)N2CCC(CC2)N(C)C)COC1)NC(OC(C)(C)C)=O tert-Butyl (3-cyano-4-(3-((R)-3-(4-(dimethylamino)piperidin-1-yl)pyrrolidin-1-yl)-5-fluoro-7,9-dihydrofuro[3,4-f]quinazolin-6-yl)-7-fluorothieno[3,2-c]pyridin-2-yl)carbamate